6-(3-Oxa-8-azabicyclo[3.2.1]octane-8-yl)imidazo[1,2-b]pyridazine C12COCC(CC1)N2C=2C=CC=1N(N2)C=CN1